methyl 4-[4-(dimethoxymethyl)-1-piperidyl]-2-formyl-benzoate COC(C1CCN(CC1)C1=CC(=C(C(=O)OC)C=C1)C=O)OC